4-methoxy-3-(2-(pyrrolidin-1-yl)ethyl-2,2-d2)-1H-indole COC1=C2C(=CNC2=CC=C1)CC([2H])([2H])N1CCCC1